IC1=CC2=C(C(C3=C(N(S2(=O)=O)C)C=CC=C3)NCCCCCCC(=O)O)C=C1 7-((3-iodo-6-methyl-5,5-dioxido-6,11-dihydrodibenzo[c,f][1,2]thiazepin-11-yl)amino)heptanoic acid